NC1=C2C=CN=C(C2=CC=C1)C=NNC(NC)=S 2-((5-Aminoisoquinolin-1-yl)methylene)-N-methylhydrazine-1-carbothioamide